2-methyl-1,4-phenylenebis(4-(3-(acryloxypropoxy) propoxy) benzoate) CC1=C(C=CC(=C1)C1=C(C(=O)[O-])C=CC(=C1)OCCCOCCCOC(C=C)=O)C1=C(C(=O)[O-])C=CC(=C1)OCCCOCCCOC(C=C)=O